1-(S)-phenylethanol C1(=CC=CC=C1)[C@H](C)O